N-(2-aminoethyl)-5-chloro-3-((3,5-dimethylphenyl)sulfonyl)-1H-indole-2-carboxamide NCCNC(=O)C=1NC2=CC=C(C=C2C1S(=O)(=O)C1=CC(=CC(=C1)C)C)Cl